Tert-Butyl-Dimethyl-Silyl Ether C(C)(C)(C)[Si](C)(C)O[Si](C(C)(C)C)(C)C